C(C)(C)N1N=CC(=C1)C=1C(=CC(N(C1)C)=O)C1=CC=CC=C1 5-(1-isopropyl-1H-pyrazol-4-yl)-1-methyl-4-phenylpyridin-2(1H)-one